amyl triketone C(CCCC)C(C(C(=O)CCCCC)=O)=O